6-(4'-chloro-[1,1'-biphenyl]-4-yl)-3-(1-hydroxypropan-2-yl)-8-(pyridin-3-yl)pyrido[3,4-d]pyrimidin-4(3H)-one ClC1=CC=C(C=C1)C1=CC=C(C=C1)C1=CC2=C(N=CN(C2=O)C(CO)C)C(=N1)C=1C=NC=CC1